1-(((3S)-1-((3-cyano-1-azetidinyl)sulfonyl)-3-piperidinyl)carbonyl)-N-(4-fluoro-3-(trifluoromethyl)benzyl)-D-prolinamide C(#N)C1CN(C1)S(=O)(=O)N1C[C@H](CCC1)C(=O)N1[C@H](CCC1)C(=O)NCC1=CC(=C(C=C1)F)C(F)(F)F